N1(CCC1)C(=O)N1[C@@H](C2=C(CC1)NC=N2)C=2SC1=C(N2)C=CC=C1 (S)-azetidin-1-yl(4-(benzo[d]thiazol-2-yl)-6,7-dihydro-1H-imidazo[4,5-c]pyridin-5(4H)-yl)methanone